COC(=O)C1=CC=2C3=C(NC2C(=C1)OC)C=C(N=C3)Cl 3-chloro-6-methoxy-5H-pyrido[4,3-b]Indole-8-carboxylic acid methyl ester